2-[5-(3-benzyloxybutyloxy)-2,2-difluoro-pentoxy]tetrahydropyran Pentylacrylate C(CCCC)OC(C=C)=O.C(C1=CC=CC=C1)OC(CCOCCCC(COC1OCCCC1)(F)F)C